ClC1=C(C=C(C=C1)NC([C@H](CCI)NC(=O)[C@H]1N(CC2=CC=CC=C2C1)C(=O)OCC1C2=CC=CC=C2C=2C=CC=CC12)=O)C (9H-fluoren-9-yl)methyl (S)-3-(((S)-1-((4-chloro-3-methylphenyl)amino)-4-iodo-1-oxobutan-2-yl)carbamoyl)-3,4-dihydroisoquinoline-2(1H)-carboxylate